methyl (Z)-2-((dimethylamino) methylene)-3-oxopentanoate CN(C)\C=C(/C(=O)OC)\C(CC)=O